C(CCCC=CCC=CCC=CCC=CCCCC)(=O)N nonadeca-5,8,11,14-tetraenamide